O=C(CC(=O)O)CCC(=O)O 3-oxohexanedioic acid